4-(2-Cyanophenyl)sulfanyl-6-[5-methyl-1-(4-piperidyl)pyrazol-4-yl]pyrazolo[1,5-a]pyridine-3-carbonitrile C(#N)C1=C(C=CC=C1)SC=1C=2N(C=C(C1)C=1C=NN(C1C)C1CCNCC1)N=CC2C#N